FC(N1N=C(N=N1)COCC1=C(C(=O)NC2=NN=NN2C)C=CC(=N1)C(F)(F)F)F 2-(((2-(difluoromethyl)-2H-tetrazol-5-yl)methoxy)methyl)-N-(1-methyl-1H-tetrazol-5-yl)-6-(trifluoromethyl)nicotinamide